tert-butyl 1-(1-hydroxyethyl)-3,8-diazabicyclo[3.2.1]octan-8-carboxylate OC(C)C12CNCC(CC1)N2C(=O)OC(C)(C)C